[N]=O Nitrogen-Oxid